ClC1=C(C=C(C(=C1)F)C1=C(C(=C(C(=C1F)F)F)F)F)O[C@@H](C(=O)N1[C@@H](CCC1)C(=O)O)C ((R)-2-((4-chloro-2',3',4',5',6,6'-hexafluoro-[1,1'-biphenyl]-3-yl)oxy)propanoyl)-L-proline